2-((4-bromo-5-fluoro-2-oxopyridin-1(2H)-yl)methyl)-1-(2-methoxyethyl)-1H-benzo[d]Imidazole-6-carboxylic acid methyl ester COC(=O)C=1C=CC2=C(N(C(=N2)CN2C(C=C(C(=C2)F)Br)=O)CCOC)C1